N1=CC=C(C=C1)C1=CSC=2C1=NC(=CC2)OC[C@@H]2CN(CCO2)C(=O)OC(C)(C)C tert-butyl (S)-2-(((3-(pyridin-4-yl)thieno[3,2-b]pyridin-5-yl)oxy)-methyl)morpholine-4-carboxylate